1-(2-hydroxyethyl)-4-methyl-N-[4-(methylsulfonyl)phenyl]-5-[2-(trifluoromethyl)phenyl]-1H-pyrrole-3-carboxamide OCCN1C=C(C(=C1C1=C(C=CC=C1)C(F)(F)F)C)C(=O)NC1=CC=C(C=C1)S(=O)(=O)C